bis(biphenyl-4-yl)-{3-(7,7-dimethyl-7H-12-oxa-indeno[1,2-a]fluoren-5-yl)-phenyl}-amine C1(=CC=C(C=C1)N(C1=CC(=CC=C1)C1=CC2=C(C=3OC=4C=CC=CC4C13)C1=CC=CC=C1C2(C)C)C2=CC=C(C=C2)C2=CC=CC=C2)C2=CC=CC=C2